NCC(C)OC=1N=CC(=NC1C)C1=CNC2=C(C=CC=C12)C#N 3-(5-(1-aminopropan-2-yloxy)-6-methylpyrazin-2-yl)-1H-indole-7-carbonitrile